4-(1H-pyrrolo[2,3-b]pyridin-4-yl)benzoic acid N1C=CC=2C1=NC=CC2C2=CC=C(C(=O)O)C=C2